OC1=CC(=CC(=N1)C1CCC(CC1)OC[C@@H]1N([C@@H](C[C@@H]1N(S(=O)(=O)C)CC1=CC=C(C=C1)OC)C)C(=O)OCCCCl)C(F)(F)F 3-chloropropyl (2R,3S,5R)-2-((((1s,4S)-4-(6-hydroxy-4-(trifluoro methyl)pyridin-2-yl)cyclohexyl)oxy)methyl)-3-(N-(4-methoxybenzyl)methylsulfonamido)-5-methylpyrrolidine-1-carboxylate